1,2,3-benzenetricarboxylic acid trihydrazide C1(=C(C(=CC=C1)C(=O)NN)C(=O)NN)C(=O)NN